3-chloro-5-(1-(2-methoxyethyl)-1H-pyrazol-4-yl)isoquinoline ClC=1N=CC2=CC=CC(=C2C1)C=1C=NN(C1)CCOC